C(C)(=O)[C@H]1N(CCC1)C(=O)OC(C)(C)C (S)-tert-butyl 2-acetylpyrrolidine-1-carboxylate